(S)-1-cyanoethyl (S)-6-diazo-2-((S)-2-methoxypropanamido)-5-oxohexanoate [N+](=[N-])=CC(CC[C@@H](C(=O)O[C@@H](C)C#N)NC([C@H](C)OC)=O)=O